[Si](C1=CC=CC=C1)(C1=CC=CC=C1)(C(C)(C)C)OCC1=NN(C(N1CC)=O)C=1C=C2C(=NN(C(C2=CC1)=O)C1=CC(=CC=C1)F)CC 6-(3-(((tert-butyldiphenylsilyl)oxy)methyl)-4-ethyl-5-oxo-4,5-dihydro-1H-1,2,4-triazol-1-yl)-4-ethyl-2-(3-fluorophenyl)phthalazin-1(2H)-one